CC(=CCC=1C(=CC=C(C1)CC(=O)[O-])CC(=O)[O-])C 5-(3-methylbut-2-en-1-yl)-1,4-benzenediacetate